[[2-[4-[4-amino-2-(N-[2-amino-1-methyl-2-oxo-ethyl]-4-fluoro-anilino)thiazole-5-carbonyl]phenoxy]acetyl]amino]benzamide NC=1N=C(SC1C(=O)C1=CC=C(OCC(=O)NC2=C(C(=O)N)C=CC=C2)C=C1)N(C1=CC=C(C=C1)F)C(C(=O)N)C